C(C)(C)(C)C1=CC=C(C=C1)C(CCl)=O 1-(4-(tert-butyl)phenyl)-2-chloroethan-1-one